2-(2-bromo-5-ethyl-7-oxo-6-(piperazin-1-yl)-[1,2,4]triazolo[1,5-a]pyrimidin-4(7H)-yl)-N-(2-methyl-4-(trifluoromethyl)phenyl)acetamide BrC1=NN2C(N(C(=C(C2=O)N2CCNCC2)CC)CC(=O)NC2=C(C=C(C=C2)C(F)(F)F)C)=N1